C1=CNC=CC1=O γ-pyridone